C1(=CC=CC=C1)CC[C@H]1N(C2=C(CN(C1)S(=O)(=O)C(F)(F)F)C=CC=C2)CC2=NC=C1CCCNC1=C2 (2R)-2-(2-Phenylethyl)-1-(1,2,3,4-tetrahydro-1,6-naphthyridin-7-ylmethyl)-4-(trifluoromethylsulfonyl)-3,5-dihydro-2H-1,4-benzodiazepine